N1CC(C2N1C=CN=C2)C(=O)O tetrahydropyrazolo[1,5-a]pyrazine-3-carboxylic acid